(S)-1-(8-Fluoro-3-methyl-6-(4,4,5,5-tetramethyl-1,3,2-dioxaborolan-2-yl)-3,4-dihydro-5-oxa-1,2a-diazaacenaphthylene-2-yl)cyclobutan-1-ol FC1=CC(=C2OC[C@@H](N3C(=NC1=C32)C3(CCC3)O)C)B3OC(C(O3)(C)C)(C)C